C(C)(C)OC(=O)C=1C=C(C2=C(N(C(=N2)CCl)C[C@H]2OCC2)C1)OC(C)C (S)-2-(chloromethyl)-4-isopropoxy-1-((oxetane-2-yl)methyl)-1H-benzo[d]imidazole-6-carboxylic acid isopropyl ester